FC1(CN(C[C@H](C1)NC1=NC=CC(=N1)C1=C(N=C(S1)C)OC1=CC=C(C2=CC=CC=C12)NS(=O)(=O)CC(F)(F)F)C(=O)OC(C)(C)C)F tert-butyl (5S)-3,3-difluoro-5-[[4-[2-methyl-4-[[4-(2,2,2-trifluoroethylsulfonylamino)-1-naphthyl]oxy]thiazol-5-yl]pyrimidin-2-yl]amino]piperidine-1-carboxylate